3,3'-oxybis(methoxybenzene) O(C=1C=C(C=CC1)OC)C=1C=C(C=CC1)OC